C(C)C(CC(=O)NC(C(=O)O)CCN(CCOC1=CC(=C(C(=C1)OC)OC)OC)CCCCC1=NC=2NCCCC2C=C1)CC 2-(3-ethylpentanoylamino)-4-[4-(5,6,7,8-tetrahydro-1,8-naphthyridin-2-yl)butyl-[2-(3,4,5-trimethoxyphenoxy)ethyl]amino]butanoic acid